N-(1-(5-fluoro-7-methoxyquinolin-4-yl)indolin-5-yl)sulfamide FC1=C2C(=CC=NC2=CC(=C1)OC)N1CCC2=CC(=CC=C12)NS(=O)(=O)N